1-[4-[2-[(2,6-dimethylpyrimidin-4-yl)amino]pyrazolo[1,5-a]pyridin-5-yl]-6-methyl-pyridazin-3-yl]oxy-2-methyl-propan-2-ol CC1=NC(=CC(=N1)NC1=NN2C(C=C(C=C2)C2=C(N=NC(=C2)C)OCC(C)(O)C)=C1)C